C1(CCC(CC1)C(=C)C)CO 8-p-menthene-7-ol